ClCC=1OC=CN1 2-(chloromethyl)-1,3-oxazole